FC=1C(=NC(=NC1)OCC1=CC=C(C=C1)C)N 5-fluoro-2-[(4-methylphenyl)methoxy]-4-pyrimidinamine